O[C@H](C(=O)O)CCC(=C)C (S)-2-Hydroxy-5-methylhex-5-enoic acid